2-(benzofuran-7-yl)-1-(6-bromo-2-methoxyquinolin-3-yl)-4-(dimethylamino)-1-phenylbutan-2-ol O1C=CC2=C1C(=CC=C2)C(C(C2=CC=CC=C2)C=2C(=NC1=CC=C(C=C1C2)Br)OC)(CCN(C)C)O